C(C)N1C(=NC2=CC=C(C=C2C1=O)C1=CC=CC=C1)C(CCC)N1CCN(CCC1)C 3-Ethyl-2-(1-(4-methyl-1,4-diazepan-1-yl)butyl)-6-phenylquinazolin-4(3H)-one